dithiophosphoramidite P([S-])([S-])N